C1(CCCC1)C(C1=CC=C(C=C1)F)N1N=CC(=C1)N1C(C(=CC=C1)F)C=1C=CC=2N(C1)N=C(N2)N 6-(1-((cyclopentyl(4-fluorophenyl)methyl)-1H-pyrazol-4-yl)-3-fluoropyridin-2-yl)-[1,2,4]triazolo[1,5-a]pyridin-2-amine